OC1=C(C(=CC(=C1)C(F)(F)F)C)C=1C=CC=2C(N1)=NN(C2)C21COC(C2)(C1)C#N 4-[6-[2-hydroxy-6-methyl-4-(trifluoromethyl)phenyl]pyrazolo[3,4-b]pyridin-2-yl]-2-oxabicyclo[2.1.1]hexane-1-carbonitrile